CC1=C(C(=O)N[C@H](C)C2=CC=CC3=CC=CC=C23)C=C(C=C1)NCC=1N(C=CC1)C (R)-2-methyl-5-(((1-methyl-1H-pyrrol-2-yl)methyl)amino)-N-(1-(naphthalen-1-yl)ethyl)benzamide